BrC1=CC=CC=2C=3N(C(=NC12)[C@@](N)(C)C(=O)NCCCN(C)C)N=C(N3)C=3C=NN(C3)C 2-[7-bromo-2-(1-methyl-1H-pyrazol-4-yl)[1,2,4]triazolo[1,5-c]quinazolin-5-yl]-N-[3-(dimethylamino)propyl]-D-alaninamide